ClC=1C=C2C=C(NC2=CC1C=1C=C2C=CNC2=NC1)CNC(C)=O N-{[5-chloro-6-(1,7-diaza-1H-inden-5-yl)-2-indolyl]methyl}acetamide